(4-phenyl-1,3-thiazol-2-yl)guanidine C1(=CC=CC=C1)C=1N=C(SC1)NC(=N)N